FC1=CC=C(C=C1)C=1OC(=NN1)N1[C@@H](C2=C(CC1)NC=N2)C2=NN1C(C=CC=C1)=C2 (S)-2-(4-fluorophenyl)-5-(4-(pyrazolo[1,5-a]pyridin-2-yl)-1,4,6,7-tetrahydro-5H-imidazo[4,5-c]pyridin-5-yl)-1,3,4-oxadiazole